3-(diethylamino)-2-(thiophen-2-yl)indolizine-1-carbonitrile C(C)N(C1=C(C(=C2C=CC=CN12)C#N)C=1SC=CC1)CC